N-Methyl-4-(((2R,4R)-2-methylpiperidin-4-yl)amino)-1H-pyrrolo[2,3-b]pyridine-5-carboxamide hydrochloride Cl.CNC(=O)C=1C(=C2C(=NC1)NC=C2)N[C@H]2C[C@H](NCC2)C